C1(=CC=C(C=C1)N(C1=CC=C(C=C1)C1=CC(=C(C=C1)C1=CC=CC=C1)C1=CC=CC=C1)C1=CC=C(C=C1)C1=CC(=CC=C1)C1=CC=CC2=CC=CC=C12)C1=CC=CC=C1 biphenyl-4-yl-{3'-(naphthalen-1-yl)-biphenyl-4-yl}-(2'-phenyl-[1,1':4',1'']terphenyl-4''-yl)-amine